C(C)(C)(C)OC(=O)N1C[C@H]([C@H](CC1)C(=O)O)C (3S,4S)-1-tert-butoxycarbonyl-3-methyl-piperidine-4-carboxylic acid